C(C)C(CCN)CCC(CCCN)CC 3,6-diethyl-1,9-nonanediamine